O[C@H]1[C@@H]2CN([C@H](C1)CC2)C(=O)OC(C)(C)C Tert-butyl (1S,4S,5R)-5-hydroxy-2-azabicyclo[2.2.2]octane-2-carboxylate